1,3-Di(1-adamantyl)imidazolium hydroxid [OH-].C12(CC3CC(CC(C1)C3)C2)N2C=[N+](C=C2)C23CC1CC(CC(C2)C1)C3